CNC1=CC=C(C=C1)OC N-methyl-4-(methoxyl)aniline